O([C@H]1[C@H](O)[C@@H](O)[C@H](O)[C@H](O1)CO)CC ethyl beta-glucopyranoside